C(\C=C/C(=O)O)(=O)O.N(CCO)(CCO)CCO triethanolamine maleate salt